C(O)(=O)O[C@@H]1CC2=CC[C@H]3[C@@H]4CC[C@H]([C@@H](CCCC(CCCCCBr)C)C)[C@]4(CC[C@@H]3[C@]2(CC1)C)C 4-bromobutylcholesterol carbonate